N-(1-aminoethylidene)-8-bromo-1-(4-methoxybenzyl)-2-oxo-2,3-dihydro-1H-benzo[b]azepine-4-carboxamide NC(C)=NC(=O)C1=CC2=C(N(C(C1)=O)CC1=CC=C(C=C1)OC)C=C(C=C2)Br